2-hydroxy-benzoic acid, amyl ester OC1=C(C(=O)OCCCCC)C=CC=C1